(4-Amino-pyrimidin-2-yl)-N-cyclopropylmethyl-N'-(3,5-difluoro-phenyl)-[1,3,5]triazine-2,4-diamine NC1=NC(=NC=C1)C1=NC(=NC(=N1)NCC1CC1)NC1=CC(=CC(=C1)F)F